6-methoxy-5-(pyrimidin-5-yl)-1H-benzo[d]imidazole COC=1C(=CC2=C(NC=N2)C1)C=1C=NC=NC1